N-((3S,4R)-4-((7-(2,6-dichloro-3,5-dimethoxyphenyl)-6-methyl-5-oxo-5,6-dihydro-2,6-naphthyridin-3-yl)amino)pyrrolidin-3-yl)acrylamide ClC1=C(C(=C(C=C1OC)OC)Cl)C=1N(C(C=2C=C(N=CC2C1)N[C@H]1[C@H](CNC1)NC(C=C)=O)=O)C